C1(=CC=CC=C1)C([C@@H]1NCCC1)(O[Si](C)(C)C)C1=CC=CC=C1 (2R)-2-[diphenyl-[(trimethylsilyl)oxy]methyl]-pyrrolidine